4-methyl-N-(3-(trifluoromethyl)phenyl)benzamide CC1=CC=C(C(=O)NC2=CC(=CC=C2)C(F)(F)F)C=C1